8-benzyl-3-(2-bromoethyl)-2-oxa-8-azaspiro[4.5]decan-1-one formate C(=O)O.C(C1=CC=CC=C1)N1CCC2(CC(OC2=O)CCBr)CC1